C1=CC2=C(C=C1F)NC(=O)N2 5-Fluorobenzimidazolone